3,5-dihydroxyl-phenol methacrylate C(C(=C)C)(=O)OC1=CC(=CC(=C1)O)O